C(C)(C)(C)OC(=O)N1C[C@H](NCC1)COC1=C2C(=NC(N(C2=CC(=C1Cl)Br)CC(C)C)=O)O (S)-3-(((7-bromo-6-chloro-4-hydroxy-1-isobutyl-2-oxo-1,2-dihydroquinazolin-5-yl)oxy)methyl)piperazine-1-carboxylic acid tert-butyl ester